N1=CC(=CC=C1)C1NCCCC1 2-(3-pyridyl)piperidine